C(C)(C)(C)OC(=O)N1CCC/2(CC\C2=N/[S@@](=O)C(C)(C)C)CC1 (1E)-1-{[(S)-2-methylpropan-2-sulfinyl]imino}-7-azaspiro[3.5]nonane-7-carboxylic acid tert-butyl ester